C[C@]12[C@H]3CC[C@@]4([C@H](CC[C@H]4[C@@H]3CCC2=CC(CC1)=O)/C(/C)=N/OCCN1CCOCC1)C (8S,9S,10R,13S,14S,17S)-10,13-Dimethyl-17-((E)-1-(2-morpholinoethoxyimino)ethyl)-6,7,8,9,10,11,12,13,14,15,16,17-dodecahydro-1H-cyclopenta[a]phenanthren-3(2H)-one